N-[(3R)-1-(2,3-dihydro-1H-indol-2-yl)piperidin-3-yl]methyl-N-(2-methoxyethyl)naphthalene-2-carboxamide N1C(CC2=CC=CC=C12)N1C[C@@H](CCC1)CN(C(=O)C1=CC2=CC=CC=C2C=C1)CCOC